1,3,5-tris(2,3-dimercaptopropyl)-1,3,5-triazinane-2,4,6-trione SC(CN1C(N(C(N(C1=O)CC(CS)S)=O)CC(CS)S)=O)CS